methyl 3-methyl-2-chloro-4-methylthiobenzoate CC=1C(=C(C(=S)OC)C=CC1C)Cl